C(C)O[C@H]1C[C@@H](N(CC1)C1COC2=CNC=3C(=CC(=C1C23)OC)C)C2=CC=C(C(=O)O)C=C2 4-((2R,4R)-4-ethoxy-1-(6-methoxy-8-methyl-4,5-dihydro-1H-pyrano[2,3,4-cd]indol-5-yl)piperidin-2-yl)benzoic acid